C(C1=CC=CC=C1)OC(=O)N1C[C@H](CCC1)C1=CC=C(C=C1)Br.C(CCC)OC(C1CCN(CC1)C1=CC=C(C=C1)[C@@H]1CN(CCC1)C(=O)OCC1=CC=CC=C1)OCCCC Benzyl (3R)-3-{4-[4-(dibutoxymethyl)piperidin-1-yl]phenyl}piperidine-1-carboxylate Benzyl-(3R)-3-(4-bromophenyl)piperidine-1-carboxylate